C(#N)\C(=C/C(=O)NCCCC1CCN(CC1)C(C1=CC=C(C=C1)N1CCN(CC1)CCCCCC#CC1=C2CN(C(C2=CC=C1)=O)C1C(NC(CC1)=O)=O)=O)\C=1C=NC=CC1 (Z)-3-cyano-N-(3-(1-(4-(4-(7-(2-(2,6-dioxopiperidin-3-yl)-1-oxoisoindolin-4-yl)hept-6-yn-1-yl)piperazin-1-yl)benzoyl)piperidin-4-yl)propyl)-3-(pyridin-3-yl)acrylamide